The molecule is a member of the class of pterocarpans that is (6aS,11aS)-3,6a,9-trihydroxypterocarpan in which the hydrogen atom at position 4 is substituted by a 3-methylbut-2-en-1-yl group. It is a member of pterocarpans, a member of phenols and a tertiary alcohol. It derives from a 3,6,9-trihydroxypterocarpan. CC(=CCC1=C(C=CC2=C1OC[C@@]3([C@H]2OC4=C3C=CC(=C4)O)O)O)C